[C@@H]1(NC[C@@H]2[C@@H]3C=C[C@H]([C@H]12)CC3)C#N |r| (+/-)-(1S,3aR,4S,7R,7aS)-2,3,3a,4,7,7a-hexahydro-1H-4,7-ethanoisoindole-1-carbonitrile